BrC(C(Br)(Br)Br)C1CCCCC1 Tetrabromoethyl-cyclohexane